N-[4-[[dimethyl(oxo)-λ6-sulfanylidene]amino]-3-methyl-phenyl]-4-(1H-indol-3-yl)-5-methyl-pyrimidin-2-amine CS(=O)(C)=NC1=C(C=C(C=C1)NC1=NC=C(C(=N1)C1=CNC2=CC=CC=C12)C)C